ClC=1C=C(C=C(C1)S(N)(=O)=O)C=1N(N=C2C(N(CCC21)C(=O)OC(C)(C)C)C)C tert-Butyl 3-(3-chloro-5-sulfamoyl-phenyl)-2,7-dimethyl-5,7-dihydro-4H-pyrazolo[3,4-c]pyridine-6-carboxylate